N-methyl-3-piperidinyl-1-propylamine CNCCCN1CCCCC1